C(C)N([C@H](C)C(=O)O)C1=NC=2C(=CC=CC2C=2N1N=C(N2)C=2C=NN(C2)C)Br.BrC2=CC=CC=1C=3N(C(=NC21)N[C@H](C)C(=O)O)N=C(N3)C=3C=NN(C3)C N-[7-bromo-2-(1-methyl-1H-pyrazol-4-yl)[1,2,4]triazolo[1,5-c]quinazolin-5-yl]-D-alanine Ethyl-N-[7-bromo-2-(1-methyl-1H-pyrazol-4-yl)[1,2,4]triazolo[1,5-c]quinazolin-5-yl]-D-alaninate